1,3,5-triacryloxy-hexahydro-1,3,5-triazine C(C=C)(=O)ON1CN(CN(C1)OC(C=C)=O)OC(C=C)=O